C(#N)C(C)(C)NC(=O)C=1SC=CC1 N-(1-cyano-1-methyl-ethyl)thiophene-2-carboxamide